O1CCC(=CC1)C=1C=C2C=3CCCC(C3NC2=CC1)N[C@H](C)C1=CC=CC=C1 6-(3,6-dihydro-2H-pyran-4-yl)-N-((R)-1-phenylethyl)-2,3,4,9-tetrahydro-1H-carbazol-1-amine